6-cyclohexylpyridin-3-amine C1(CCCCC1)C1=CC=C(C=N1)N